C(C1=CC=CC=C1)OC(=O)N[C@@H]1CN(CCC[C@H](C1)O)C(=O)OCC1=CC=CC=C1 |&1:17| rac-benzyl (3S)-3-(((benzyloxy)carbonyl)amino)-5-hydroxyazocane-1-carboxylate